CN(C(C(=O)N)C)C 2-(dimethylamino)propanamide